ClCC=1OC(=NN1)\C=C\C1=CC(=CC=C1)Cl 2-(chloromethyl)-5-[(1E)-2-(3-chlorophenyl)vinyl]-1,3,4-oxadiazole